N1C(=NC=C1)C1=NC2=CC=CC=C2C=C1 2-(1H-imidazol-2-yl)quinoline